acrylamido-3,3-dimethyl-hexanoic acid C(C=C)(=O)NC(C(=O)O)C(CCC)(C)C